Cl.C(CCCCCCCCCCCCCCCCC)N(CCCCCCCCCCCCCCCCCC)CC(F)(F)F N,N-dioctadecyl-2,2,2-trifluoroethylamine hydrochloride